O1CC(C1)S(=O)(=O)N oxetane-3-sulfonamide